FC(C(=O)N1CCN(CC1)S(=O)(=O)C1=CC=C(C=C1)S(=O)(=O)Cl)(F)F 4-((4-(2,2,2-trifluoroacetyl)piperazin-1-yl)sulfonyl)benzenesulfonyl chloride